(S)-tert-butyl ((5-hydroxy-7,9-dihydro-6H-[1,3]dioxolo[4,5-h]isochromen-9-yl) methyl)(methyl)carbamate OC=1C=2CCO[C@@H](C2C2=C(C1)OCO2)CN(C(OC(C)(C)C)=O)C